C(C1=CC=CC=C1)OC(=O)N1C[C@H]([C@H](C1)NC1=C2C(=NC=C1C(F)(F)F)N(C=C2)S(=O)(=O)C2=CC=CC=C2)C2CC2 (cis)-3-cyclopropyl-4-((1-(benzenesulfonyl)-5-(trifluoromethyl)-1H-pyrrolo[2,3-b]pyridin-4-yl)amino)pyrrolidine-1-carboxylic acid benzyl ester